ClC=1C=CC2=C(N(C3=C(CC2)C=CC=C3)CCCNC/C=C/C(=O)N)C1 (E)-4-{[3-(3-chloro-10,11-dihydro-5H-dibenzo[b,f]azepin-5-yl)propyl]amino}but-2-enamide